[Si].[Fe].[Sc] scandium-iron-silicon